C1NCC12OCCO2 5,8-dioxa-2-azaspiro[3.4]octane